C(CC(O)(C(=O)[O-])CC(=O)[O-])(=O)OC(C(O)C)=O lactoyl citrate